ClC1=C(C=CC=2NC=NC21)Cl 4,5-dichloro-1H-benzo[d]imidazole